hexenethiol CCCCC=CS